N-[(1R,2R)-2-amino-1,2-diphenyl-ethyl]4-methyl-benzenesulfonamide N[C@@H]([C@@H](C1=CC=CC=C1)NS(=O)(=O)C1=CC=C(C=C1)C)C1=CC=CC=C1